2-(2-fluoro-4-iodoanilino)-1-methyl-6-oxo-3-pyridinecarboxylic acid FC1=C(NC=2N(C(C=CC2C(=O)O)=O)C)C=CC(=C1)I